4-bromo-2-[[(2R)-4-tert-butoxycarbonylpiperazin-2-yl]methoxymethyl]-5-chloro-3-methylbenzoic acid hydrochloride Cl.BrC1=C(C(=C(C(=O)O)C=C1Cl)COC[C@@H]1NCCN(C1)C(=O)OC(C)(C)C)C